FC1=CC=CC=C1NC 6-fluorophenyl-methylamine